N-(2-fluoro-4-(trifluoromethyl)benzyl)-1H-benzo[d]imidazol-1-amine FC1=C(CNN2C=NC3=C2C=CC=C3)C=CC(=C1)C(F)(F)F